ClC=1NC2=CC=C(C(=C2C1C)C)C1=CCN(CC1)C(=O)OC(C)(C)C tert-butyl 4-(2-chloro-3,4-dimethyl-1H-indol-5-yl)-5,6-dihydropyridine-1(2H)-carboxylate